(2,2-difluorobenzo[d][1,3]dioxol-5-yl)methanamine FC1(OC2=C(O1)C=CC(=C2)CN)F